N[C@@H](CC(=O)O)C(=O)NCC(=O)[O-] L-Aspartylaminoacetate